(S)-3-(isoquinolin-4-yl)-1-(4-methyl-1H-imidazol-2-yl)-2-oxoimidazoline-4-carbonitrile C1=NC=C(C2=CC=CC=C12)N1C(N(C[C@H]1C#N)C=1NC=C(N1)C)=O